N-((4'-fluoro-3-(1-methyl-1H-tetrazol-5-yl)-[1,1'-biphenyl]-4-yl)methyl)acrylamide FC1=CC=C(C=C1)C1=CC(=C(C=C1)CNC(C=C)=O)C1=NN=NN1C